IC=1N=CN(C1)S(=O)(=O)N(C)C 4-iodo-N,N-dimethyl-1H-imidazole-1-sulfonamide